C1(=CC=CC=C1)S(=O)(=O)/C=C/CNC(=O)C=1C(NC=2CCN(CC2C1)C(=O)OCC1CC1)=O cyclopropylmethyl 3-{[(2E)-3-(benzenesulfonyl)prop-2-en-1-yl]carbamoyl}-2-oxo-1,2,5,6,7,8-hexahydro-1,6-naphthyridine-6-carboxylate